C(C)OC(=O)C1(CC1)C=1C(=NC=CC1)Cl rac-(1S,2S)-(2-chloropyridin-3-yl)cyclopropane-1-carboxylic acid ethyl ester